NC=1C(=CC(=C(C1)C1=NO[C@](C1)(C(=O)OCC)C)Cl)F |r| ethyl (R/S)-3-(5-amino-2-chloro-4-fluorophenyl)-5-methyl-4,5-dihydro-5-isoxazolecarboxylate